(S)-N-((S)-1'-(8-iodoimidazo[1,2-C]pyrimidin-5-yl)-5,7-dihydrospiro[cyclopenta[B]pyridin-6,4'-piperidin]-5-yl)-2-methylpropan-2-sulfinamide IC=1C=2N(C(=NC1)N1CCC3(CC1)[C@@H](C=1C(=NC=CC1)C3)N[S@@](=O)C(C)(C)C)C=CN2